FC(S(=O)(=O)OC1=C[C@H]2COC[C@@H](C1)N2C(=O)OC(C)(C)C)(F)F tert-butyl (1R,5S)-7-(((trifluoromethyl)sulfonyl)oxy)-3-oxa-9-azabicyclo[3.3.1]non-6-ene-9-carboxylate